N1=CC=C2N1C=CC=N2 PYRAZOLo[1,5-A]PYRIMIDIN